C(C)(C)(C)C1N=C2N(C3=CC=C(C=C3N=C2Cl)C(=O)OC)C1 methyl 2-tert-butyl-4-chloro-1,2-dihydroimidazo[1,2-a]quinoxaline-7-carboxylate